The molecule is a member of the cadinene family of sesquiterpenes having a 4,7-dimethyl-1-(propan-2-yl)-1,2,4a,5,6,8a-hexahydronaphthalene skeleton with 1S,4aR,8aS-stereochemistry. It is isolated from the essential oils of several plant species. It has a role as a plant metabolite. It is a cadinene and a polycyclic olefin. CC1=C[C@H]2[C@@H](CC1)C(=CC[C@H]2C(C)C)C